C(C)(C)N1C(C(CCC1=O)N1C(C2=CC=CC(=C2C1)NC(OC(C)(C)C)=O)=O)=O tert-butyl (2-(1-isopropyl-2,6-dioxopiperidin-3-yl)-1-oxoisoindolin-4-yl)carbamate